2-[(2-(4-fluorobenzoyl)phenyl)amino]-3-[(4-(2-carbazolylethoxy)phenyl)]propanoic acid sodium [Na].FC1=CC=C(C(=O)C2=C(C=CC=C2)NC(C(=O)O)CC2=CC=C(C=C2)OCCC2=CC=CC=3C4=CC=CC=C4NC23)C=C1